2-amino-5-bromo-N-(2-oxo-2-phenylethyl)nicotinamide NC1=C(C(=O)NCC(C2=CC=CC=C2)=O)C=C(C=N1)Br